C(C)N(CC)CCC[Si](OC)(OC)OC (N,N-diethyl)aminopropyltrimethoxysilane